5-(chloromethyl)adenosin hydrochloride Cl.ClCC12N=CN([C@H]3[C@H](O)[C@H](O)[C@@H](CO)O3)C2=NC=NC1=N